N-(1-methylindazol-7-yl)-1-{4-[1-methoxy-3-methylcyclobutyl]pyridin-2-yl}pyrazole-4-sulfonamide CN1N=CC2=CC=CC(=C12)NS(=O)(=O)C=1C=NN(C1)C1=NC=CC(=C1)C1(CC(C1)C)OC